C(C)(=O)O[C@@H]1[C@@H]([C@H]([C@@H](SC2=CC(=C(C=C2)C#N)Cl)O[C@@H]1COC(C)=O)OC)N=[N+]=[N-] 3-chloro-4-cyanophenyl 4,6-di-O-acetyl-3-azido-3-deoxy-2-O-methyl-1-thio-α-D-galactopyranoside